OCC1=C(C=CC=C1)CCO (hydroxymethyl)benzeneethanol